methyl (2R)-1-[(4-cyclopropyl-2-fluoro-phenyl)-[2-[(4,4-difluorocyclohexyl)amino]-2-oxo-1-[4-(trifluoromethyl)-3-pyridyl]ethyl]carbamoyl]piperidine-2-carboxylate C1(CC1)C1=CC(=C(C=C1)N(C(=O)N1[C@H](CCCC1)C(=O)OC)C(C(=O)NC1CCC(CC1)(F)F)C=1C=NC=CC1C(F)(F)F)F